3-(N-hexadecyl-N-2-hydroxy-ethylammonio)propylbis(2-hydroxyethyl)ammonium difluoride [F-].[F-].C(CCCCCCCCCCCCCCC)[NH+](CCO)CCC[NH+](CCO)CCO